4-methoxy-pyridine-2,3-diamine COC1=C(C(=NC=C1)N)N